ClP(C1=CC=CC=C1)C1=C(C=CC=C1)C1=C(C=CC=C1F)F chloro(2',6'-difluoro-[1,1'-biphenyl]-2-yl)(phenyl)phosphine